7-(1-acetylpiperidin-4-yl)-2-((5-(5-(difluoromethyl)-1,3,4-oxadiazol-2-yl)pyridin-2-yl)methyl)-4,4-dimethylisoquinoline-1,3(2H,4H)-dione C(C)(=O)N1CCC(CC1)C1=CC=C2C(C(N(C(C2=C1)=O)CC1=NC=C(C=C1)C=1OC(=NN1)C(F)F)=O)(C)C